C(C=C)(=O)O.NCCC(=O)O.NCCC(=O)O di-beta-alanine acrylate